CN([C@H]1CCOC=2C1=NC=CC2)CC2NCC1=CC=CC(=C1C2)N2CCN(CC2)C (4S)-N-methyl-N-((5-(4-methylpiperazin-1-yl)-1,2,3,4-tetrahydroisoquinolin-3-yl)methyl)-3,4-dihydro-2H-pyrano[3,2-b]pyridin-4-amine